6-(4-amino-4-phenylpiperidin-1-yl)-3-(4-chloro-1-(methyl-d3)-1H-indazol-5-yl)-1H-pyrazole NC1(CCN(CC1)C1=C(C(=C2C=NN(C2=C1)C([2H])([2H])[2H])Cl)C1=NNC=C1)C1=CC=CC=C1